Tris(Tribromophenoxy)triazine C1=C(C=C(C(=C1Br)OC2=NC(=NC(=N2)OC3=C(C=C(C=C3Br)Br)Br)OC4=C(C=C(C=C4Br)Br)Br)Br)Br